2-trifluoromethyl-N-(2-methylquinolin-8-yl)benzamide FC(C1=C(C(=O)NC=2C=CC=C3C=CC(=NC23)C)C=CC=C1)(F)F